N4-(3-chloro-2-fluoro-phenyl)-7-[2-[(3S)-3-methoxy-1-methyl-pyrrolidin-3-yl]ethynyl]quinazoline-4,6-diamine ClC=1C(=C(C=CC1)NC1=NC=NC2=CC(=C(C=C12)N)C#C[C@@]1(CN(CC1)C)OC)F